ClC1=C(C2=C(C=3C(=NC(=NC13)SCC)NCC=1OC(=NN1)CC)COC2)C2=CC=C(C=1SC(=C(C12)C#N)NC(OC(C)(C)C)=O)F tert-Butyl (4-(5-chloro-1-(((5-ethyl-1,3,4-oxadiazol-2-yl)methyl)amino)-3-(ethylthio)-7,9-dihydrofuro[3,4-f]quinazolin-6-yl)-3-cyano-7-fluorobenzo[b]thiophen-2-yl)carbamate